(2S,5S)-5-{(2S,3R)-2-[2-(2-Fluoro-ethoxy)-acetylamino]-3-methyl-pentanoylamino}-4-oxo-1,2,4,5,6,7-hexahydro-azepino[3,2,1-hi]indole-2-carboxylic acid 4-hydroxy-benzylamide OC1=CC=C(CNC(=O)[C@H]2N3C4=C(C=CC=C4C2)CC[C@@H](C3=O)NC([C@H]([C@@H](CC)C)NC(COCCF)=O)=O)C=C1